[6-[[(3S,5S)-1-benzyloxycarbonyl-5-methoxycarbonyl-pyrrolidin-3-yl]amino]-2-pyridyl]boronic acid C(C1=CC=CC=C1)OC(=O)N1C[C@H](C[C@H]1C(=O)OC)NC1=CC=CC(=N1)B(O)O